NC=1C(=NN(C1)C=1C=CC=C(C1)O)C 5-(4-amino-3-methyl-1H-pyrazol-1-yl)phenol